methylenecarbazolone boron-silicon-tungsten [W].[Si].[B].C=C1C(C=2NC3=CC=CC=C3C2C=C1)=O